C(\C=C/C(=O)[O-])(=O)OOCCCC butyl peroxymaleate